ClC=1C=CC=C2C=CC=C(C12)N1CC=2N=C(N=C(C2CC1)O)OCC12CCCN2CCC1 7-(8-chloronaphthalen-1-yl)-2-((hexahydro-1H-pyrrolizin-7a-yl)methoxy)-5,6,7,8-tetrahydropyrido[3,4-d]pyrimidin-4-ol